tert-Butyl (3R)-3-[(1S)-1-[[3-[(3-bromophenoxy)methyl]phenyl]methyl]-2-tert-butoxy-2-oxo-ethyl]pyrrolidine-1-carboxylate BrC=1C=C(OCC=2C=C(C=CC2)C[C@H](C(=O)OC(C)(C)C)[C@@H]2CN(CC2)C(=O)OC(C)(C)C)C=CC1